C(C)(C)(C)OC(=O)N1C[C@H](CC1)[C@@H](C(=O)OC(C)(C)C)CC1=C(C=CC(=C1)CO)Br (R)-3-((S)-3-(2-bromo-5-(hydroxymethyl)phenyl)-1-(tert-butoxy)-1-oxopropan-2-yl)pyrrolidine-1-carboxylic acid tert-butyl ester